BrC=1C=C(C(=C2C=CNC12)F)Cl 7-bromo-5-chloro-4-fluoro-1H-indole